NC1=NC(=CC(=N1)N1[C@H](CCCCC1)C=1C=C(C(=O)NC)C=CC1OC)C |r| (±)-3-(1-(2-Amino-6-methylpyrimidin-4-yl)azepan-2-yl)-4-methoxy-N-methylbenzamide